benzyl (S)-6-acetyl-2,6-diazaspiro[3.4]octane-8-carboxylate C(C)(=O)N1CC2(CNC2)[C@@H](C1)C(=O)OCC1=CC=CC=C1